6-(4-((3'-amino-5'-fluoro-[1,1'-biphenyl]-4-yl)methyl)-2,5-dimethylthiophene-3-carboxamido)spiro[3.3]heptane-2-carboxylic acid NC=1C=C(C=C(C1)F)C1=CC=C(C=C1)CC=1C(=C(SC1C)C)C(=O)NC1CC2(CC(C2)C(=O)O)C1